N-(1-(5-(4-Morpholino-3-(trifluoromethyl)benzyl)octahydropyrrolo[3,4-c]pyrrole-2-carbonyl)-1H-pyrazol-3-yl)acetamide O1CCN(CC1)C1=C(C=C(CN2CC3C(C2)CN(C3)C(=O)N3N=C(C=C3)NC(C)=O)C=C1)C(F)(F)F